C(C=C)NC[C@H]1[C@@H](CC1)CN1C2=C(OC[C@]3(CCCC4=CC(=CC=C34)Cl)C1)C=CC(=C2)C(=O)OC (S)-METHYL 5-(((1R,2R)-2-((ALLYLAMINO)METHYL)CYCLOBUTYL)METHYL)-6'-CHLORO-3',4,4',5-TETRAHYDRO-2H,2'H-SPIRO[BENZO[B][1,4]OXAZEPINE-3,1'-NAPHTHALENE]-7-CARBOXYLATE